(S)-2-((4-((2-hydroxy-1-phenylethyl)amino)-5-(1,2,4-oxadiazol-5-yl)pyrimidin-2-yl)amino)-6,7,7-trimethyl-6,7-dihydro-5H-pyrrolo[3,4-b]pyridin-5-one OC[C@H](C1=CC=CC=C1)NC1=NC(=NC=C1C1=NC=NO1)NC1=CC=C2C(=N1)C(N(C2=O)C)(C)C